FC(C)(F)C=1C=C(C=C(C1)[N+](=O)[O-])C(C)=NS(=O)C(C)(C)C N-(1-(3-(1,1-difluoroethyl)-5-nitrophenyl)ethylidene)-2-methylpropane-2-sulfinamide